C(#N)C=1C=CC(=C(C1)/C=C/C(=O)OC)N=P(C1=CC=CC=C1)(C1=CC=CC=C1)C1=CC=CC=C1 Methyl (2E)-3-{5-cyano-2-[(triphenylphosphoranylidene)amino]phenyl}propenoate